(S)-6-((tert-butyldiphenylsilyl)oxy)-4-(4-chloro-6-(1-((2S,4R)-4-fluoro-1-(methyl-d3)pyrrolidin-2-yl)ethoxy)-1,3,5-triazin-2-yl)-6-methyl-1,4-oxazepane [Si](C1=CC=CC=C1)(C1=CC=CC=C1)(C(C)(C)C)O[C@]1(CN(CCOC1)C1=NC(=NC(=N1)Cl)OC(C)[C@H]1N(C[C@@H](C1)F)C([2H])([2H])[2H])C